Cl.Cl.Cl.Cl.N1N=CC(=C1)C=1C=CC=C(C1)O 5-(1H-pyrazol-4-yl)phenol tetrahydrochloride